4-[[(4-Carboxyphenyl)methyl-[2-(hydroxyamino)-2-oxoethyl]amino]methyl]benzoic acid C(=O)(O)C1=CC=C(C=C1)CN(CC(=O)NO)CC1=CC=C(C(=O)O)C=C1